2-(5-(2-(1H-Imidazol-1-yl)ethylamino)pyrimidin-2-yl)-6-(3-methoxy-2-methylphenyl)phthalazin-1(2H)-one N1(C=NC=C1)CCNC=1C=NC(=NC1)N1C(C2=CC=C(C=C2C=N1)C1=C(C(=CC=C1)OC)C)=O